hydrochloride HCl HCl Cl.Cl.Cl